ClCOC(N(C)[C@H]1CC[C@H](C2=CC=CC=C12)C1=CC(=C(C=C1)Cl)Cl)=O ((1S,4S)-4-(3,4-dichlorophenyl)-1,2,3,4-tetrahydronaphthalen-1-yl)(methyl)carbamic acid chloromethyl ester